C1(=CC(=CC=C1)C1=NC=CC=C1)C1=CC=CC=C1 2-(3-biphenylyl)pyridine